ClC=1C(=CC(=C(C1)C1=C(C=C2C(NC(NC2=C1SCC1(CC(C1)(OC)OC)CO)=O)=O)C(F)(F)F)F)F 7-(5-chloro-2,4-difluorophenyl)-8-(((1-(hydroxymethyl)-3,3-dimethoxycyclobutyl)methyl)thio)-6-(trifluoromethyl)quinazoline-2,4(1H,3H)-dione